N2-((3S,4R)-4-fluoro-1-isopropylpyrrolidin-3-yl)-N4,5,7-trimethylpyrido[2,3-d]pyrimidine-2,4-diamine F[C@H]1[C@H](CN(C1)C(C)C)NC=1N=C(C2=C(N1)N=C(C=C2C)C)NC